C(CCCCCCCCCCCCCCCCCCCCCCCCC)(=O)OCCCCCCCCCCCCCCCCCCCCCCCCCCCCCC triacontyl n-hexacosanoate